NC1=C(C=C(C=N1)C1=CC=C(C=C1)NS(=O)(=O)CCNC1CC1)OC(C)C1=C(C(=CC=C1F)F)Cl 2-cyclopropylamino-ethanesulfonic acid (4-{6-amino-5-[1-(2-chloro-3,6-difluoro-phenyl)-ethoxy]-pyridin-3-yl}-phenyl)-amide